CN(CC=CC(=O)NC\C=C\C=1C=CC=2N=CN=C(C2N1)NC1=CC(=C(C=C1)OC1=CC2=C(N(C=N2)C)C=C1)C)C 4-(dimethylamino)-N-((E)-3-(4-((3-methyl-4-((1-methyl-1H-benzo[d]imidazol-5-yl)oxy)phenyl)amino)pyrido[3,2-d]pyrimidin-6-yl)allyl)but-2-enamide